(R)-N-(2-fluoro-3-hydroxy-3-methylbutyl)-2-((3-isopropyl-2-(2-methylpyridin-4-yl)-1H-indol-5-yl)oxy)acetamide F[C@H](CNC(COC=1C=C2C(=C(NC2=CC1)C1=CC(=NC=C1)C)C(C)C)=O)C(C)(C)O